CP(=O)(C)C1=C(CNC=2C=C3C(=NNC3=CC2)C(=O)NC)C=C(C=C1)F 5-((2-(dimethylphosphoryl)-5-fluorobenzyl)amino)-N-methyl-1H-indazole-3-carboxamide